C(#N)C=1C=C(C=CC1)C1=CC=CC=2NC(=NC21)C2CN(CCC2)C#N 3-(4-(3-cyanophenyl)-1H-benzo[d]imidazol-2-yl)piperidine-1-carbonitrile